((3aR,6aS)-5-(4,6-dimethylpyrimidin-2-yl)hexahydropyrrolo[3,4-c]pyrrol-2(1H)-yl)(2-(2-fluorophenyl)indolizin-1-yl)methanone CC1=NC(=NC(=C1)C)N1C[C@@H]2[C@H](C1)CN(C2)C(=O)C=2C(=CN1C=CC=CC21)C2=C(C=CC=C2)F